CN1C(C=2C=C(C=C(C2C=2C1=NN(C2)C=2C=NC=NC2)C(C)NC2=C(C(=O)O)C=CC=C2)C)=O 2-((1-(4,7-dimethyl-5-oxo-2-(pyrimidin-5-yl)-4,5-dihydro-2H-pyrazolo[3,4-c]isoquinolin-9-yl)ethyl)amino)benzoic acid